6-[3-(5-chloro-2-methoxypyridine-3-sulfonamido)-2,6-difluorophenyl]-7-fluoro-N,4-dimethyl-1H-indazole-3-carboxamide ClC=1C=C(C(=NC1)OC)S(=O)(=O)NC=1C(=C(C(=CC1)F)C1=CC(=C2C(=NNC2=C1F)C(=O)NC)C)F